C(CCCCCCCCC)C(COC(=O)C=1C(=[N+](C=CC1)CCCCCCCCCCCC)Cl)CCCCCCCCCCCC 3-(2-decyl-tetradecyloxycarbonyl)-2-chloro-1-dodecylpyridin-1-ium